F[P-](F)(F)(F)(F)F.F[P-](F)(F)(F)(F)F.[Ru+2] ruthenium(II) bis(hexafluorophosphate)